2-(2-fluoro-3-methoxybenzyl)-6-((4-methoxyphenyl)sulfonyl)phthalazin-1(2H)-one FC1=C(CN2C(C3=CC=C(C=C3C=N2)S(=O)(=O)C2=CC=C(C=C2)OC)=O)C=CC=C1OC